FC=1C=C2CN(C3(CCNCC3)C2=CC1)C 5-fluoro-2-methyl-2,3-dihydrospiro[isoindole-1,4'-piperidin]